(6-(4-amino-4-methylpiperidin-1-yl)-2-(1-methyl-1H-benzo[d]imidazol-6-yl)imidazo[2,1-b][1,3,4]thiadiazol-5-yl)methanol NC1(CCN(CC1)C=1N=C2SC(=NN2C1CO)C=1C=CC2=C(N(C=N2)C)C1)C